1-[3-[[tert-butyl(dimethyl)silyl]oxymethyl]-4-chloro-phenyl]-4-chloro-pentan-1-one [Si](C)(C)(C(C)(C)C)OCC=1C=C(C=CC1Cl)C(CCC(C)Cl)=O